2-[4-Amino-1-(3-hydroxycyclopentyl)-1H-pyrazolo[3,4-d]pyrimidin-3-yl]-3-chloro-N-cyclopropyl-1H-indole-6-carboxamide NC1=C2C(=NC=N1)N(N=C2C=2NC1=CC(=CC=C1C2Cl)C(=O)NC2CC2)C2CC(CC2)O